BrC1=CC(=C(C(=O)OC)C=C1OC1CC1)[N+](=O)[O-] Methyl 4-bromo-5-(cyclopropoxy)-2-nitro-benzoate